5-butyl-2-[(2-chloro-5-pyrimidin-4-yl-phenyl)methylamino]-4H-[1,2,4]triazolo[1,5-a]pyrimidin-7-one C(CCC)C=1NC=2N(C(C1)=O)N=C(N2)NCC2=C(C=CC(=C2)C2=NC=NC=C2)Cl